(4-(tert-butyl)benzyl)-4-(2-chloro-4-(trifluoromethyl)phenoxy)piperidine hydrochloride Cl.C(C)(C)(C)C1=CC=C(CN2CCC(CC2)OC2=C(C=C(C=C2)C(F)(F)F)Cl)C=C1